di-fluorine FF